(R)-4-(1-(2-((2,2-difluorobenzo[d][1,3]dioxol-5-yl)methoxy)-3-methylbutanamido)cyclopropyl)benzoic acid FC1(OC2=C(O1)C=CC(=C2)CO[C@@H](C(=O)NC2(CC2)C2=CC=C(C(=O)O)C=C2)C(C)C)F